4-((1S,3R)-3-hydroxycyclopentylamino)-2-((1r,4S)-4-methoxycyclohexylamino)pyrimidine-5-carboxamide O[C@H]1C[C@H](CC1)NC1=NC(=NC=C1C(=O)N)NC1CCC(CC1)OC